COC1=C(C=CC(=C1)[N+](=O)[O-])N1NC(=NN1C1=CC=C(C=C1)[N+](=O)[O-])C1=C(C=C(C=C1)S(=O)(=O)O)S(=O)(=O)O 2-(2-methoxy-4-nitrophenyl)-3-(4-nitrophenyl)-5-(2,4-disulfophenyl)2H-tetrazole